(2S,4R)-1-[(S)-2-Amino-3,3-dimethylbutanoyl]-4-hydroxy-N-[4-(4-methylthiazol-5-yl)benzyl]pyrrolidine-2-carboxamide Hydrochloride Cl.N[C@H](C(=O)N1[C@@H](C[C@H](C1)O)C(=O)NCC1=CC=C(C=C1)C1=C(N=CS1)C)C(C)(C)C